1,1-difluoro-N-((6S,7S)-6-((2-fluoro-[1,1'-biphenyl]-3-yl)methyl)-5-(1-(methoxymethyl)cyclopropane-1-carbonyl)-5-azaspiro[2.4]heptan-7-yl)methanesulfonamide FC(S(=O)(=O)N[C@@H]1[C@@H](N(CC12CC2)C(=O)C2(CC2)COC)CC=2C(=C(C=CC2)C2=CC=CC=C2)F)F